2,4-dimethylcyclohexanemethanol CC1C(CCC(C1)C)CO